(2-amino-5-bromophenyl)dimethylphosphin oxide NC1=C(C=C(C=C1)Br)P(C)(C)=O